N-ethyl-2-(5-formyl-6-hydroxy-1-methyl-3-oxo-3,8,9,10-tetrahydropyrano[3,2-f]chromen-2-yl)acetamide C(C)NC(CC1=C(C2=C3CCCOC3=C(C(=C2OC1=O)C=O)O)C)=O